mesaconic acid di(2-ethylhexyl) ester C(C)C(COC(\C(\C)=C\C(=O)OCC(CCCC)CC)=O)CCCC